3-(tert-butyl) 5-methyl 4-oxo-3-azabicyclo[4.1.0]heptane-3,5-dicarboxylate O=C1N(CC2CC2C1C(=O)OC)C(=O)OC(C)(C)C